C(CCCCCCCCCCCCCCC)OCCCCCCCCCCCCCCCCCC cetylstearylether